COC1=CC=C2C(C[C@H]3CCCN([C@@H]3C2)CCC)=C1O (4aR,10aR)-7-methoxy-1-propyl-1,2,3,4,4a,5,10,10a-octahydrobenzo[g]quinolin-6-ol